(3S)-N-cyclopropyl-1-(3-pyrimidin-5-yl-1H-pyrrolo[2,3-b]pyridin-4-yl)piperidin-3-amine C1(CC1)N[C@@H]1CN(CCC1)C1=C2C(=NC=C1)NC=C2C=2C=NC=NC2